C1(CC1)N1C(CC(C1)CN1N=C2N=C(C=NC2=C1)C1=C(C=C(C=C1C)C(F)(F)F)O)=O cyclopropyl-4-((6-(2-hydroxy-6-methyl-4-(trifluoromethyl)phenyl)-2H-pyrazolo[3,4-b]pyrazin-2-yl)methyl)pyrrolidin-2-one